C(C1=CC=CC=C1)SC1=CC(=C(C=C1)NC=1N=CC2=C(N1)N(C(C(=C2)C(F)F)=O)C2CCCC2)C 2-(4-benzylthio-2-methyl-phenylamino)-8-cyclopentyl-6-(difluoromethyl)pyrido[2,3-d]Pyrimidin-7-one